C1(CC1)[C@H](C1=CC=2N(N=C1)C=C(N2)[C@@H](NC(=O)C2=NON=C2C)C2CCC(CC2)(F)F)N2C(N[C@@H](C2)C2CC2)=O N-[(S)-[7-[(R)-cyclopropyl-[(4R)-4-cyclopropyl-2-oxo-imidazolidin-1-yl]methyl]imidazo[1,2-b]pyridazin-2-yl](4,4-difluorocyclohexyl)methyl]-4-methyl-1,2,5-oxadiazole-3-carboxamide